2-chloro-9-(3-hydroxy-bicyclo[3.2.1]oct-8-yl)-7-methyl-7,9-dihydro-8H-purin-8-one ClC1=NC=C2N(C(N(C2=N1)C1C2CC(CC1CC2)O)=O)C